L(-)-arabinose O=C[C@H](O)[C@@H](O)[C@@H](O)CO